C(C1=CC=CC=C1)N1CCC=2C(=C(C(=NC2C1)OC(CN(C)C)C)C#N)N1CCN(CC1)C(=O)OC(C)(C)C tert-butyl 4-(7-benzyl-3-cyano-2-((1-(dimethylamino)propan-2-yl)oxy)-5,6,7,8-tetrahydro-1,7-naphthyridin-4-yl)piperazine-1-carboxylate